7-chloro-2-iodothieno[2,3-c]pyridine-3-carbaldehyde ClC=1N=CC=C2C1SC(=C2C=O)I